NC1=C(C=C(C=C1)C1=C(C(=O)O)C=CN=C1)N1[C@H](C[C@H](CC1)N1C(C2=CC=CC=C2C1=O)=O)C (4-amino-3-((2S,4S)-4-(1,3-dioxoisoindolin-2-yl)-2-methylpiperidin-1-yl)phenyl)isonicotinic acid